C(C)(C)(C)[Si](OC1CCC(CC1)C=O)(C)C (1r,4r)-4-{[tert-butyl-(dimethyl)silyl]oxy}cyclohexane-1-carbaldehyde